1-(((3R,4R)-1-acryloyl-4-methoxypyrrolidin-3-yl)methyl)-7-((3-chloro-1-methyl-1H-pyrazol-4-yl)amino)-3-phenyl-3,4-dihydropyrimido[4,5-d]pyrimidin-2(1H)-one C(C=C)(=O)N1C[C@@H]([C@H](C1)OC)CN1C(N(CC=2C1=NC(=NC2)NC=2C(=NN(C2)C)Cl)C2=CC=CC=C2)=O